3-(1-methyl-7-((1-(4-oxo-4H-chromene-2-carbonyl)piperidin-4-yl)oxy)-1H-indazol-3-yl)piperidine-2,6-dione CN1N=C(C2=CC=CC(=C12)OC1CCN(CC1)C(=O)C=1OC2=CC=CC=C2C(C1)=O)C1C(NC(CC1)=O)=O